CC1=NOC(=C1C1=CC(=C2C=3N(C(COC31)C3=NC=CC=C3)C(N2)=O)C(C(C)C)O)C 7-(3,5-dimethylisoxazol-4-yl)-9-(1-hydroxy-2-methylpropyl)-4-pyridin-2-yl-4,5-dihydroimidazo[1,5,4-de][1,4]benzoxazin-2(1H)-one